ClC1=NC=C(C(=N1)C=1C=NN(C1)C1CC1)Cl 2,5-dichloro-4-(1-cyclopropylpyrazol-4-yl)pyrimidine